N-acryl-imidazolidine C(=O)(C=C)N1CNCC1